benzyl (3-fluoro-4-(6-(2-methyl-2H-tetrazol-5-yl)pyridin-3-yl)phenyl)carbamate FC=1C=C(C=CC1C=1C=NC(=CC1)C=1N=NN(N1)C)NC(OCC1=CC=CC=C1)=O